N1CC(=CCC1)C#N 1,2,5,6-tetrahydropyridine-3-carbonitrile